C1(=CC=CC=C1)N1N=C(CCC1=O)C1=C(C=CC=C1)C 2-phenyl-6-(o-tolyl)-4,5-dihydropyridazin-3(2H)-one